CC1=C(C=CC(=C1)C1=NC2=CC(=CC=C2C=C1)OC)O 2-methyl-4-(7-methoxyquinolyl)phenol